COC(=O)C1=NC(=C(C=C1)[N+](=O)[O-])OC([2H])([2H])[2H] 6-(Methoxy-d3)-5-nitropyridine-2-carboxylic acid methyl ester